tert-butyl (2S,4R)-4-hydroxy-2-[4-[methyl-[(1S)-1-[4-(4-methyl-1,3-thiazol-5-yl)phenyl]ethyl]carbamoyl]-1H-imidazol-2-yl]pyrrolidine-1-carboxylate O[C@@H]1C[C@H](N(C1)C(=O)OC(C)(C)C)C=1NC=C(N1)C(N([C@@H](C)C1=CC=C(C=C1)C1=C(N=CS1)C)C)=O